ClC=1C(=CC(=C(C1)S(=NC(C1=CC(=CC=C1)OC(F)(F)F)=O)(=O)C)C)N=CN(C)CC N-((5-chloro-4-(((ethyl(methyl)amino)methylene)amino)-2-methylphenyl)(methyl)(oxo)-λ6-sulfaneylidene)-3-(trifluoromethoxy)benzamide